4-(1-(4-((2,2-Dimethyl-1,3-dioxolan-4-yl)methoxy)phenyl)-2-phenylbut-1-en-1-yl)phenol CC1(OCC(O1)COC1=CC=C(C=C1)C(=C(CC)C1=CC=CC=C1)C1=CC=C(C=C1)O)C